C(C1CO1)OCCC[Si](C)(C)OCCOC γ-glycidoxypropylmethoxyethoxydimethylsilane